2-(2-chlorophenyl)-4-(2,5-difluorophenyl)-5-(pyridin-3-ylmethyl)-1H-pyrazolo[4,3-c]pyridine-3,6(2h,5h)-dione ClC1=C(C=CC=C1)N1NC=2C(=C(N(C(C2)=O)CC=2C=NC=CC2)C2=C(C=CC(=C2)F)F)C1=O